C(C)C1=C(C(=O)N)C=CC(=C1)B1OC(C(O1)(C)C)(C)C 2-ethyl-4-(4,4,5,5-tetramethyl-1,3,2-dioxaborolan-2-yl)benzamide